(dicarbonylethyl) phosphate P(=O)(OC(C=C=O)=C=O)([O-])[O-]